FC1=CC(=C(C=C1)C1=CC(=CC=C1)C=1OC2=C(N1)C=C(C=C2C)CNCC2(CCC2)F)C2=NN=CN2C 1-(2-(4'-Fluoro-2'-(4-methyl-4H-1,2,4-triazol-3-yl)-[1,1'-biphenyl]-3-yl)-7-methylbenzo[d]oxazol-5-yl)-N-((1-fluorocyclobutyl)methyl)methanamine